2-(cyclopentylmethyl)-5-((4-(4,4,5,5-tetramethyl-1,3,2-dioxaborolan-2-yl)phenoxy)methyl)pyrimidine C1(CCCC1)CC1=NC=C(C=N1)COC1=CC=C(C=C1)B1OC(C(O1)(C)C)(C)C